6-chloro-3-(trifluoromethyl)-1-((2-(trimethylsilyl)ethoxy)methyl)-1,5-dihydro-4H-pyrazolo[4,3-c]pyridin-4-one ClC1=CC2=C(C(N1)=O)C(=NN2COCC[Si](C)(C)C)C(F)(F)F